N-ethylidene-3-(ethyldimethoxysilyl)-1-propaneamine C(C)=NCCC[Si](OC)(OC)CC